4-(3-Chloroanilino)-2'-(4-methylbenzene-1-sulfonyl)-2',3'-dihydrospiro[cyclohexane-1,1'-isoindole]-4-carboxylic acid ethyl ester C(C)OC(=O)C1(CCC2(N(CC3=CC=CC=C23)S(=O)(=O)C2=CC=C(C=C2)C)CC1)NC1=CC(=CC=C1)Cl